C(C1=CC=CC=C1)[C@@H]1N(C(OC1)=O)C([C@@H](CC1=CC(=CC(=C1)F)Br)[C@@H]1CN(CC1)C(=O)OC(C)(C)C)=O tert-Butyl (3R)-3-[(1S)-2-[(4S)-4-benzyl-2-oxo-oxazolidin-3-yl]-1-[(3-bromo-5-fluoro-phenyl)methyl]-2-oxo-ethyl]pyrrolidine-1-carboxylate